FC=1C(=NC(=NC1)N1CCC(CC1)C(=O)N1OCC[C@H]1C1=NC=CN=C1)O (S)-(1-(5-fluoro-4-hydroxypyrimidin-2-yl)piperidin-4-yl)(3-(pyrazin-2-yl)isoxazolidin-2-yl)methanone